(trimesic acid) (1,3,5-benzenetricarboxylate) C1(=CC(=CC(=C1)C(=O)O)C(=O)O)C(=O)O.C(C1=CC(C(=O)O)=CC(C(=O)O)=C1)(=O)O